4,4'-methylendicyclohexyl diacrylate C(C=C)(=O)OC1CCC(CC1)CC1CCC(CC1)OC(C=C)=O